CC1=C(NN=C1C)C(=O)OCC ethyl 4,5-dimethyl-2H-pyrazole-3-carboxylate